FC1=C2C(N(C=NC2=CC=C1C=1C=NNC1)CC1=CC(=CC=C1)OC)=O 5-fluoro-3-(3-methoxybenzyl)-6-(1H-pyrazol-4-yl)quinazolin-4(3H)-one